2-((S)-1,2-dihydroxypropan-2-yl)-N'-(((S)-3-methyl-1,2,3,5,6,7-hexahydrodicyclopenta[b,e]pyridin-8-yl)carbamoyl)thiazole-5-sulfonimidamide OC[C@](C)(O)C=1SC(=CN1)S(=O)(N)=NC(NC1=C2C(=NC3=C1CCC3)[C@H](CC2)C)=O